ClC=1C=C(C=CC1F)NC(=O)C1=C(N=CN1C)C1CC2CC3(CC2C1)OC3 N-(3-chloro-4-fluorophenyl)-4-(hexahydro-1'H-spiro[oxirane-2,2'-pentalene]-5'-yl)-1-methyl-1H-imidazole-5-carboxamide